(3R,4R)-1-(cyclopropylsulfonyl)-4-((7-(2,6-difluoro-3-methylphenyl)-5-fluoropyrrolo[2,1-f][1,2,4]triazin-2-yl)amino)piperidin-3-ol C1(CC1)S(=O)(=O)N1C[C@H]([C@@H](CC1)NC1=NN2C(C=N1)=C(C=C2C2=C(C(=CC=C2F)C)F)F)O